((1s,3s)-3-Hydroxy-3-methylcyclobutyl)(6-(pyridin-2-ylmethyl)-2-azaspiro[3.3]heptan-2-yl)methanon OC1(CC(C1)C(=O)N1CC2(C1)CC(C2)CC2=NC=CC=C2)C